NC1=NC=NN2C1=C(C(=N2)C2=CC=C(C=C2)NC(C=C)=O)C2=CC(=C(C=C2)NC2=NC=CC(=N2)C)F N-(4-(4-amino-5-(3-fluoro-4-((4-methylpyrimidin-2-yl)amino)phenyl)pyrazolo[5,1-f][1,2,4]triazin-6-yl)phenyl)acrylamide